5-(benzyloxy)-2-methyl-N-(1-methylpiperidin-4-yl)-1-benzothiophene-3-carboxamide C(C1=CC=CC=C1)OC=1C=CC2=C(C(=C(S2)C)C(=O)NC2CCN(CC2)C)C1